1-(2-Aminobenzo[d]thiazol-5-yl)-3-(4-chlorophenyl)-1-[2-(piperidin-1-yl)ethyl]urea NC=1SC2=C(N1)C=C(C=C2)N(C(=O)NC2=CC=C(C=C2)Cl)CCN2CCCCC2